C(=O)(OC(C)(C)C)NCCCNCCCNC(=O)OC(C)(C)C 1,9-bisboc-1,5,9-triazanonane